ClC1=CC2=C(C3=CC=CC=C3C(=C2C=C1)OCCCC)OCCCC 2-chloro-9,10-di(n-butoxy)anthracene